BrC1=CC=CC2=CC=CC(=C12)[14CH3] 1-bromo-8-(methyl-14C)naphthalene